[Br-].C(C1=CC=CC=C1)C=1NC=CN1 benzyl-imidazole bromide salt